2-(4-cyano-2-fluorophenyl)-N-[(3S)-9-fluoro-2-oxo-5-phenyl-1,3-dihydro-1,4-benzodiazepine-3-yl]-6,7-dihydro-5H-pyrazolo[5,1-b][1,3]Oxazine-3-carboxamide C(#N)C1=CC(=C(C=C1)C1=NN2C(OCCC2)=C1C(=O)N[C@@H]1C(NC2=C(C(=N1)C1=CC=CC=C1)C=CC=C2F)=O)F